BrC=1C=CC(=C(C1)CCO)SC 2-(5-bromo-2-(methylthio)phenyl)ethan-1-ol